6-(Methyl-d3)-3-(pyrimidin-2-yl)picolinic acid C(C1=CC=C(C(=N1)C(=O)O)C1=NC=CC=N1)([2H])([2H])[2H]